N-((1-(cyclopentylmethyl)pyrrolidin-3-yl)methyl)-1-(3-(4-methoxyphenyl)-1,2,4-oxadiazol-5-yl)piperidine-4-carboxamide C1(CCCC1)CN1CC(CC1)CNC(=O)C1CCN(CC1)C1=NC(=NO1)C1=CC=C(C=C1)OC